CC=1N=C(C2=C(N1)OC=C2C(=O)N2N=CC(=C2)C(C)C)NC2(CC2)C methyl-N-(1-methylcyclopropyl)-5-[4-(propan-2-yl)-1H-pyrazole-1-carbonyl]furo[2,3-d]pyrimidin-4-amine